CN[C@@H](CCCCN)C(=O)O METHYLLYSINE